N-(6-bromobiphenyl-3-yl)-N-{4-(naphthalen-2-yl)phenyl}amine BrC1=CC=C(C=C1C1=CC=CC=C1)NC1=CC=C(C=C1)C1=CC2=CC=CC=C2C=C1